1-(1-benzylcyclobutyl)ethanone C(C1=CC=CC=C1)C1(CCC1)C(C)=O